C(C)(C)(C1=CC=CC=C1)C1=C(N=NN1)N.[Ce] cerium cumyl-aminotriazole